3-fluoro-N,N-bis[(4-methoxyphenyl)methyl]-5-(4,4,5,5-tetramethyl-1,3,2-dioxaborolan-2-yl)pyridin-2-amine FC=1C(=NC=C(C1)B1OC(C(O1)(C)C)(C)C)N(CC1=CC=C(C=C1)OC)CC1=CC=C(C=C1)OC